FC(C1=NN=C(O1)C1=CC=C2CN(C(C2=C1)=O)[C@@H]([C@H](C1=CC=CC=C1)O)C1=NC=CN=C1)F |o1:17,18| 6-[5-(difluoromethyl)-1,3,4-oxadiazol-2-yl]-2-[(1R*,2S*)-2-hydroxy-2-phenyl-1-(pyrazin-2-yl)ethyl]-2,3-dihydro-1H-isoindol-1-one